N-[5-(1-fluoroethyl)-3-pyridinyl]ethanesulfonamide methyl-2-[1-(3-bromo-5-chlorophenyl)pyrazol-4-yl]acetate COC(CC=1C=NN(C1)C1=CC(=CC(=C1)Cl)Br)=O.FC(C)C=1C=C(C=NC1)NS(=O)(=O)CC